[OH-].O(CC[N+]1=CN(C=C1)C)CC[N+]1=CN(C=C1)C.[OH-] 3,3'-(oxybis(ethane-2,1-diyl))bis(1-methyl-1H-imidazol-3-ium) hydroxide